methyl (s)-2-hydroxy-3-methylbutanoate O[C@H](C(=O)OC)C(C)C